C(=O)(OCC1C2=CC=CC=C2C2=CC=CC=C12)N(CC(=O)O)CCNC=1NC2=CC=CC=C2C1 FMOCindolylaminoethylglycine